NC(C)(C)C1=CC=C(C=C1)S(=O)(=O)N 4-(2-aminoprop-2-yl)benzene-1-sulfonamide